5-((3-(((7-ethyl-6-oxo-5,6-dihydro-1,5-naphthyridin-3-yl)methyl)amino)bicyclo[1.1.1]pentan-1-yl)amino)-N-methylpicolinamide C(C)C=1C(NC=2C=C(C=NC2C1)CNC12CC(C1)(C2)NC=2C=CC(=NC2)C(=O)NC)=O